FC(C1(CC1)C1=CN=CN1CC1CC2(CN(C2)C(=O)OC(C)(C)C)C1)(F)F tert-butyl 6-[[5-[1-(trifluoromethyl)cyclopropyl]imidazol-1-yl]methyl]-2-azaspiro[3.3]heptane-2-carboxylate